CC(C[Al](CC(CC(C)C)(C)C)CC(CC(C)C)(C)C)(CC(C)C)C tris(2,2,4-trimethylpentyl)aluminum